1,4-bis(sec-butylamino)-cyclohexane C(C)(CC)NC1CCC(CC1)NC(C)CC